sodium 2-dodecene-1-sulfonate C(C=CCCCCCCCCC)S(=O)(=O)[O-].[Na+]